C(N)(=O)[C@@H]1CN(CC1)C(=O)N1CC2(C1)CC(C2)=CB(O)O (S)-((2-(3-carbamoylpyrrolidine-1-carbonyl)-2-azaspiro[3.3]heptan-6-ylidene)methyl)boronic acid